(3-chlorobenzyl)-2-(1-(2-(dimethylamino)ethyl)-1H-pyrazol-4-yl)-6-(3,5-Dimethylisoxazol-4-yl)quinazolin-4-amine ClC=1C=C(CC2=C3C(=NC(=NC3=CC=C2C=2C(=NOC2C)C)C=2C=NN(C2)CCN(C)C)N)C=CC1